S1C2=C(C=C1C1=C(C(=NC(=N1)C1=CNC3=NC=C(C=C31)F)NC3C(C1CCC3CC1)C(=O)O)F)C=CC=C2 (+/-)-trans-3-((6-(benzo[b]thiophen-2-yl)-5-fluoro-2-(5-fluoro-1H-pyrrolo[2,3-b]pyridin-3-yl)pyrimidin-4-yl)amino)bicyclo[2.2.2]octane-2-carboxylic acid